para-Menthan-3,8-diol C1(CC(C(CC1)C(C)(C)O)O)C